CO[C@@H]1[C@@H](CNC1)OC1=NOC(=C1C1=CC=2N(C=C1)N=C(C2)NC(=O)C2CC2)C N-[5-[3-[(3R,4S)-4-methoxypyrrolidin-3-yl]oxy-5-methyl-isoxazol-4-yl]pyrazolo[1,5-a]pyridin-2-yl]cyclopropanecarboxamide